5,6-dimethyl-3-(pyrimidin-2-yl)pyridin-2-amine CC=1C=C(C(=NC1C)N)C1=NC=CC=N1